2-((1r,4r)-4-hydroxycyclohexylamino)-4-(isobutylamino)pyrimidine-5-carboxamide OC1CCC(CC1)NC1=NC=C(C(=N1)NCC(C)C)C(=O)N